(2R,3R,4S,5R)-2-(2-chloro-6-spiro[cycloheptane-1,3'-indoline]-1'-yl-purin-9-yl)-5-(hydroxymethyl)tetrahydrofuran-3,4-diol ClC1=NC(=C2N=CN(C2=N1)[C@@H]1O[C@@H]([C@H]([C@H]1O)O)CO)N1CC2(C3=CC=CC=C13)CCCCCC2